(2-(6,7-dimethoxyquinazolin-4-yl)-2-azaspiro[3.3]heptan-6-yl)methylboronic acid COC=1C=C2C(=NC=NC2=CC1OC)N1CC2(C1)CC(C2)CB(O)O